[4-[(R)-(2-methyltetrazol-5-yl)-phenyl-methyl]piperazin-1-yl]-[4-[5-(trifluoromethoxy)-1,3-benzoxazol-2-yl]-2-pyridyl]methanone CN1N=C(N=N1)[C@H](N1CCN(CC1)C(=O)C1=NC=CC(=C1)C=1OC2=C(N1)C=C(C=C2)OC(F)(F)F)C2=CC=CC=C2